3-OXO-2,3-DIHYDROISOXAZOLE-5-CARBOXYLIC ACID O=C1NOC(=C1)C(=O)O